ethyl (R)-N-(5-(1,3-dioxolan-2-yl)-2-methyl-6-((1-(2-methyl-3-(trifluoromethyl) phenyl) ethyl) amino) pyrimidine-4-carbonyl)-N-methylglycinate O1C(OCC1)C=1C(=NC(=NC1N[C@H](C)C1=C(C(=CC=C1)C(F)(F)F)C)C)C(=O)N(CC(=O)OCC)C